O=C1N(C(C2=CC=CC=C12)=O)CC(C(=O)O)C=1SC=CC1 3-(1,3-dioxoisoindolin-2-yl)-2-(thiophen-2-yl)propanoic acid